4-(piperidin-1-yl)-1,2,5-thiadiazol-3-yl morpholine-4-carboxylate N1(CCOCC1)C(=O)OC1=NSN=C1N1CCCCC1